FC1=C(C(=CC=C1)F)C=1OCC(N1)C1=C(C=C(C=C1)C(C)(C)C)OCC 2-(2,6-difluorophenyl)-4-[4-(1,1-dimethylethyl)-2-ethoxyphenyl]-4,5-dihydro-oxazole